C(=O)=C1NC=CC2=C(C=CC=C12)N1N=CC(=C1C(F)(F)F)S(=O)(=O)O (1-carbonyl-1,2-dihydroisoquinolin-5-yl)-5-(trifluoromethyl)-1H-pyrazole-4-sulfonic acid